FC(C(=O)N1C=CC=CC2=C1C=CC=1C=COC12)(F)F N-trifluoroacetyl-azepino-benzofuran